C(CCCCCCCCC(=O)OC1CC(N(C(C1)(C)C)OCCCCCCCC)(C)C)(=O)OC1CC(N(C(C1)(C)C)OCCCCCCCC)(C)C bis(2,2,6,6-tetramethyl-1-octyloxy-4-piperidyl) sebacate